(S)-5-((5-chloro-2-((7-(pyrrolidin-1-yl)-6,7,8,9-tetrahydro-5H-benzo[7]annulen-2-yl)amino)pyrimidin-4-yl)amino)thiazole-4-carboxylic acid ClC=1C(=NC(=NC1)NC=1C=CC2=C(CC[C@H](CC2)N2CCCC2)C1)NC1=C(N=CS1)C(=O)O